(-)-trans-1-[2-hydroxy-3-(2-hydroxymethyl-1-methylpyrrolidin-3-yl)-4,6-dimethoxyphenyl]-ethanone OC1=C(C(=CC(=C1[C@H]1[C@@H](N(CC1)C)CO)OC)OC)C(C)=O